2,6-di-tert-butyl-4-methylpiperidine C(C)(C)(C)C1NC(CC(C1)C)C(C)(C)C